(R)-3-Methyl-2-(6-(((tetrahydrofuran-3-yl)amino)methyl)pyridazin-3-yl)-5-(trifluoromethyl)phenol CC=1C(=C(C=C(C1)C(F)(F)F)O)C=1N=NC(=CC1)CN[C@H]1COCC1